2-(5-(benzylamino)-1-cyclobutyl-1H-benzo[d]imidazol-2-yl)-5-hydroxy-N-(isoxazol-4-yl)-1-methyl-6-oxo-1,6-dihydropyrimidine-4-carboxamide C(C1=CC=CC=C1)NC1=CC2=C(N(C(=N2)C=2N(C(C(=C(N2)C(=O)NC=2C=NOC2)O)=O)C)C2CCC2)C=C1